5-bromo-1,3-dimethyl-1H-furo[2,3-g]indazole BrC=1C=C2C(=NN(C2=C2C1OC=C2)C)C